8-(4-Chlorophenyl)-3-methyl-1-(o-tolyl)-1,3-dihydro-2H-imidazo[4,5-c]quinolin-2-imine ClC1=CC=C(C=C1)C1=CC=2C3=C(C=NC2C=C1)N(C(N3C3=C(C=CC=C3)C)=N)C